tert-Butyl N-[(3S)-1-{3-amino-6-[1-(4-methylbenzenesulfonyl)-5-(methylcarbamoyl)-1H-pyrrolo[2,3-b]pyridin-3-yl]quinolin-4-yl}piperidin-3-yl]carbamate NC=1C=NC2=CC=C(C=C2C1N1C[C@H](CCC1)NC(OC(C)(C)C)=O)C1=CN(C2=NC=C(C=C21)C(NC)=O)S(=O)(=O)C2=CC=C(C=C2)C